C1(CCC2=CC=CC=C12)C(=O)C1=CC(=CC(=C1)C)C (2,3-dihydro-1H-inden-1-yl)(3,5-dimethylphenyl)methanone